(R)-5-bromo-2-(3-((tert-butoxycarbonyl)amino)pyrrolidin-1-yl)-3-(trifluoromethyl)benzoic acid BrC=1C=C(C(=C(C(=O)O)C1)N1C[C@@H](CC1)NC(=O)OC(C)(C)C)C(F)(F)F